(1r,4r)-4-((3-(3-Chloro-4-phenoxybenzoyl)-1H-pyrrolo[2,3-b]pyridin-4-yl)amino)Cyclohexane-1-carboxylic acid ClC=1C=C(C(=O)C2=CNC3=NC=CC(=C32)NC3CCC(CC3)C(=O)O)C=CC1OC1=CC=CC=C1